CN1N=NC2=C1C=CC(=C2)C2=NN(C(=C2)C2=CC=CC=C2)CC2=CC=C(C(=O)NO)C=C2 4-{[3-(1-methyl-1H-benzo[d][1,2,3]triazol-5-yl)-5-phenyl-1H-pyrazol-1-yl]methyl}-N-hydroxybenzamide